C(=O)O.NC=1N=C(C2=C(N1)CN(C2=O)[C@@H]2C(CCCC[C@@H]2O)(F)F)NC 2-amino-6-((1S,7S)-2,2-difluoro-7-hydroxycycloheptyl)-4-(methylamino)-6,7-dihydro-5H-pyrrolo[3,4-d]pyrimidin-5-one formate